C(C)(=O)N[C@@H]1[C@H](CN(CC1)C(=O)OC(C)(C)C)O tert-butyl (3S,4S)-4-acetamido-3-hydroxypiperidine-1-carboxylate